6-(3,5-Difluoro-4-methoxyphenyl)-N-[(2-oxo-1H-pyridin-3-yl)sulfonyl]-2-[(4S)-2,2,4-trimethylpyrrolidin-1-yl]pyridin-3-carboxamid FC=1C=C(C=C(C1OC)F)C1=CC=C(C(=N1)N1C(C[C@@H](C1)C)(C)C)C(=O)NS(=O)(=O)C=1C(NC=CC1)=O